OC(COC=1C(=O)O[C@@H](C1OCCC)[C@@H](O)CO)(C)C 2-O-(2-hydroxyisobutyl)-3-O-propyl-ascorbic acid